NC(C(=O)O)CC=1N=CSC1 2-amino-3-(thiazol-4-yl)propionic acid